methyl 2-((3S,5S) or (3R,5R)-1-(2-ethyl-6-(1-methyl-5-((2-oxo-5-propylpyridin-1(2H)-yl)methyl)-1H-1,2,3-triazol-4-yl)pyridin-3-yl)-5-fluoropiperidin-3-yl)acetate C(C)C1=NC(=CC=C1N1C[C@H](C[C@@H](C1)F)CC(=O)OC)C=1N=NN(C1CN1C(C=CC(=C1)CCC)=O)C |o1:10,12|